5-(2-(phthalazin-1-ylthio)acetyl)thiophen C1(=NN=CC2=CC=CC=C12)SCC(=O)C1=CC=CS1